1,4-diethyl-2,3,5,6-tetrabromobenzene C(C)C1=C(C(=C(C(=C1Br)Br)CC)Br)Br